bis(ethylamino)divinylsilane C(C)N[Si](C=C)(C=C)NCC